(1S,2S)-N-(6-(7-((2-aminoethyl)(methyl)amino)-5-chloro-6-fluoro-1H-indazol-4-yl)benzo[d]thiazol-2-yl)-2-fluorocyclopropane-1-carboxamide NCCN(C=1C(=C(C(=C2C=NNC12)C1=CC2=C(N=C(S2)NC(=O)[C@H]2[C@H](C2)F)C=C1)Cl)F)C